CC1=NC(=NC(=N1)C)NC1=C(C#N)C=C(C=N1)C1=CC=CC=C1 2-((4,6-dimethyl-1,3,5-triazin-2-yl)amino)-5-phenylnicotinonitrile